C(C)(C)(C)OC(CCN1CCN(CC1)C(=O)OCC1=CC=CC=C1)=O benzyl 4-(3-tert-butoxy-3-oxo-propyl)piperazine-1-carboxylate